FC1=C(C(=CC(=C1)I)F)[C@H]1N([C@@H](CC2=C1NC1=CC=CC=C21)C)C(C(C)C)=O 1-((1R,3R)-1-(2,6-difluoro-4-iodophenyl)-3-methyl-3,4-dihydro-1H-pyrido[3,4-b]indol-2(9H)-yl)-2-methylpropan-1-one